N-[(2E)-1-[(6-chloropyridin-3-yl)methyl]pyridin-2(1H)-yliden]-2,2,2-trifluoroacetamide ClC1=CC=C(C=N1)CN1\C(\C=CC=C1)=N\C(C(F)(F)F)=O